2-hexyldecyl 6-{[3-({5-[(2-hexyldecyl)oxy]-5-oxopentyl}(2-hydroxybutyl)amino)propyl](2-hydroxybutyl)amino}hexanoate C(CCCCC)C(COC(CCCCN(CCCN(CCCCCC(=O)OCC(CCCCCCCC)CCCCCC)CC(CC)O)CC(CC)O)=O)CCCCCCCC